[Ir].FC1=C(C=CC(=C1)F)C1=NC=CC=C1.FC1=C(C=CC(=C1)F)C1=NC=CC=C1 bis(2-(2,4-difluorophenyl)pyridine) iridium